(3R,4R)-4-{[5-(2,4-difluoro-phenyl)-isoxazole-3-carbonyl]-amino}-1-((1R,2R)-2-hydroxy-cyclohexyl)-piperidine-3-carboxylic acid ((1S)-1-pyridin-2-yl-ethyl)-amide N1=C(C=CC=C1)[C@H](C)NC(=O)[C@@H]1CN(CC[C@H]1NC(=O)C1=NOC(=C1)C1=C(C=C(C=C1)F)F)[C@H]1[C@@H](CCCC1)O